cis-N1-methyl-N3-(5-(2-methyl-1-(tetrahydro-2H-pyran-4-yl)-1H-imidazo[4,5-b]pyridin-6-yl)pyrrolo[2,1-f][1,2,4]triazin-2-yl)cyclobutane-1,3-diamine CN[C@@H]1C[C@@H](C1)NC1=NN2C(C=N1)=C(C=C2)C=2C=C1C(=NC2)N=C(N1C1CCOCC1)C